CN1N=CC(=C1C(=O)N1CCN(CC1)C1=CC=C(C=C1)C(F)(F)F)[N+](=O)[O-] (1-Methyl-4-nitro-1H-pyrazol-5-yl){4-[4-(trifluoromethyl)phenyl]piperazin-1-yl}methanone